(Z)-3-fluoro-4-(4-methylpyridin-3-ylsulfonyl)but-2-en-1-amine F\C(=C/CN)\CS(=O)(=O)C=1C=NC=CC1C